ICC1CO1 3-iodo-1,2-epoxypropane